(Z)-S-(2-(N-((4-amino-2-methylpyrimidin-5-yl)methyl)formamido)-5-hydroxypent-2-en-3-yl) 2-chloro-6-phenoxybenzothioate ClC1=C(C(S\C(=C(\C)/N(C=O)CC=2C(=NC(=NC2)C)N)\CCO)=O)C(=CC=C1)OC1=CC=CC=C1